5,6-dihydropyrrolo[2,3-d]pyrimidine-2,4-diamine N1=C(N=C(C2=C1NCC2)N)N